O1CCN(CC1)C=1C2=C(N=C(N1)N/N=C/C=1C=C(C=CC1)C)N=C(S2)C(=O)NC2=CC=CC=C2 7-morpholino-5-[(2E)-2-(m-tolylmethylene)hydrazino]-N-phenyl-thiazolo[4,5-d]pyrimidine-2-carboxamide